ClC1=C(C=C(C=C1)C1=NN(C(=N1)CC(NCC1=CC(=CC(=C1)Cl)Cl)=O)CCCC(=O)O)F 4-[3-(4-chloro-3-fluorophenyl)-5-({[(3,5-dichlorophenyl)methyl]carbamoyl}methyl)-1H-1,2,4-triazol-1-yl]butanoic acid